tert-butyl 6-(3-cyano-7-cyclopropyl-4-iodoquinolin-2-yl)-2,6-diazaspiro[3.4]octane-2-carboxylate C(#N)C=1C(=NC2=CC(=CC=C2C1I)C1CC1)N1CC2(CN(C2)C(=O)OC(C)(C)C)CC1